O.C=1(C(=CC=CC1)C)C xylene, hydrate